CC1=C(C2=C(N=CN=C2NC2(CC2)C)O1)C(=O)NC1=NC(=NS1)C 6-methyl-N-(3-methyl-1,2,4-thiadiazol-5-yl)-4-[(1-methylcyclopropyl)amino]furo[2,3-d]pyrimidine-5-carboxamide